C(CCCCCCCCCCCCC)(=O)O.C(CCCCCCCCCCCCC)(=O)O.C1(=CC=CC=C1)O.C1(=CC=CC=C1)O bisphenol dimyristate